ClC1=C(OC=2C=CC(NC2)=O)C(=CC(=C1)N1C(=CC=C1C)C)Cl 5-(2,6-dichloro-4-(2,5-dimethyl-1H-pyrrol-1-yl)phenoxy)pyridin-2(1H)-one